N1(N=CC=C1)CC1=CC2=C(C(=NS2)N)C=C1 6-((1H-pyrazol-1-yl)methyl)benzo[d]isothiazol-3-amine